2-Fluoromethyl-6-{3-[1-(3-fluoro-phenyl)-piperidin-4-yloxy]-isoxazol-5-yl}-3-propyl-3,5-dihydro-pyrrolo[3,2-d]pyrimidin-4-one FCC=1N(C(C2=C(N1)C=C(N2)C2=CC(=NO2)OC2CCN(CC2)C2=CC(=CC=C2)F)=O)CCC